CN(C1CCC(CC1)NC1=NC=C2C(=N1)N(C(N(C2)C2=C(C=C(C=C2)NS(=O)(=O)CC2=CC=C(C=C2)F)F)=O)C(C)C)C N-(4-(7-(((1r,4r)-4-(dimethylamino)cyclohexyl)amino)-1-isopropyl-2-oxo-1,4-dihydropyrimido[4,5-d]pyrimidin-3(2H)-yl)-3-fluorophenyl)-1-(4-fluorophenyl)methanesulfonamide